hexyl-(3,5-dimethoxyphenyl)dimethylsilane C(CCCCC)[Si](C)(C)C1=CC(=CC(=C1)OC)OC